CC(C=NNC(C1=C(C(=CC=C1)OC)C)=O)(C)C 3-methoxy-2-methyl-benzoic acid (2,2-dimethyl-propylidene)-hydrazide